NC1CC2CC[C@H](C1)N2C(=O)OC(C)(C)C tert-butyl (7S,5R)-3-amino-8-azabicyclo[3.2.1]octane-8-carboxylate